C[C@H]1OC2CCCCC2C2CCC(OC[C@H]3[C@]4(CCN3CC1)NCCOC4)CC2 (1's,3S,9'R,16'R,19's)-9'-methyl-8',18'-dioxa-12'-azaspiro[morpholine-3,15'-tetracyclo[17.2.2.02,7.012,16]tricosane]